FC1=C(C=CC(=C1)F)[C@H]1[C@H](NC=2C=3C1=NNC(C3C=C(C2)F)=O)C2CCN(CC2)C (8R,9S)-9-(2,4-difluorophenyl)-5-fluoro-8-(1-methylpiperidin-4-yl)-2,7,8,9-tetrahydro-3H-pyrido[4,3,2-de]phthalazin-3-one